NC1=NC=C(C=N1)C=1N=CN2C1N(C(C1=CC(=CC(=C21)C(C)([2H])NC=2C(=NC(=CC2)C)C=2N=NN(N2)C([2H])([2H])[2H])C)=O)C([2H])([2H])[2H] 3-(2-aminopyrimidin-5-yl)-7-methyl-4-(methyl-d3)-9-(1-((6-methyl-2-(2-(methyl-d3)-2H-tetrazol-5-yl)pyridin-3-yl)amino)ethyl-1-d)imidazo[1,5-a]quinazolin-5(4H)-one